O=C1NC(CCC1N1C(C2=CC=CC(=C2C1)N1CCC(CC1)CN1CCC(CC1)CC1CCN(CC1)C(=O)OC(C)(C)C)=O)=O tert-butyl 4-[[1-[[1-[2-(2,6-dioxo-3-piperidyl)-1-oxo-isoindolin-4-yl]-4-piperidyl]methyl]-4-piperidyl]methyl]piperidine-1-carboxylate